C[C@H]1[C@H](N(C2CC1C2)C(=O)C2=NC(=CC=C2N2N=CC=N2)C)CNC=2SC1=C(N2)C=CC=C1 N-{[(3S,4R)-4-Methyl-2-[6-methyl-3-(2H-1,2,3-triazol-2-yl)pyridin-2-carbonyl]-2-azabicyclo[3.1.1]heptan-3-yl]methyl}-1,3-benzothiazol-2-amin